CN1C(C2(C3=C1C=NC=1C=CC(=CC31)C=3C=C(C(=NC3)OCCCNC)NS(=O)(=O)C)CCC2)=O N-(5-(3'-Methyl-2'-oxo-2',3'-dihydrospiro[cyclobutan-1,1'-pyrrolo[2,3-c]chinolin]-8'-yl)-2-(3-(methylamino)propoxy)pyridin-3-yl)methansulfonamid